CC=1C=C2C=CNC2=CC1Br 5-Methyl-6-bromoindole